(R)-N-((S)-1-cyano-2-((S)-2-oxopiperidin-3-yl)ethyl)-2-((2,5-difluorophenyl)-D-alanyl)-2-azabicyclo[2.2.2]octane-3-carboxamide C(#N)[C@H](C[C@H]1C(NCCC1)=O)NC(=O)[C@@H]1N(C2CCC1CC2)C([C@H](NC2=C(C=CC(=C2)F)F)C)=O